dicarboxyl-ferrocene C(=O)(O)[C-]1C=CC=C1.[C-]1(C=CC=C1)C(=O)O.[Fe+2]